N1CCC(CC1)OC1=CC(=C(C(=C1)F)C1C(NC(CC1)=O)=O)F 3-(4-((piperidin-4-yl)oxy)-2,6-difluorophenyl)piperidine-2,6-dione